(trans-4-(4-(4-Fluorophenyl)-5-(2-methoxy-4-pyrimidinyl)-1H-imidazol-1-yl)cyclohexanol) FC1=CC=C(C=C1)C=1N=CN(C1C1=NC(=NC=C1)OC)[C@@H]1CC[C@H](CC1)O